O1C(OCC1)C=1C(=NC=CC1)C1NCCC(C1)C(F)(F)F (1,3-Dioxolan-2-yl)-2-(4-(trifluoromethyl)piperidin-2-yl)pyridine